C(C)(C)NC(O)=NC(C)C 1,3-diisopropylisourea